(((CIS)-4-(2,3,6-trifluorophenyl)cyclohexyl)oxy)methyl-3-(1-((2-(trimethylsilyl)ethoxy)methyl)-1H-pyrazol-5-yl)piperidine-1-carboxamide FC1=C(C(=CC=C1F)F)[C@H]1CC[C@H](CC1)OCC1N(CCCC1C1=CC=NN1COCC[Si](C)(C)C)C(=O)N